F[C@H]1[C@H](C1)C(=O)NC1=NC=C2C=C(N3C(C2=C1)=CC=N3)C=3C=NC(=CC3C)C(CC)O (1R,2R)-2-Fluoro-N-(5-(6-(1-hydroxypropyl)-4-methylpyridin-3-yl)pyrazolo[5,1-a][2,6]naphthyridin-9-yl)cyclopropane-1-carboxamide